(R)-6-(5-methoxy-4-((5-(4-methyl-1-oxo-1,3-dihydroisobenzofuran-5-yl)-2-oxo-oxazolidin-3-yl)methyl)-1H-pyrazol-1-yl)-4-methyl-nicotinonitrile COC1=C(C=NN1C1=NC=C(C#N)C(=C1)C)CN1C(O[C@@H](C1)C=1C(=C2COC(C2=CC1)=O)C)=O